C12C(CC(CC1)C2)=O bicyclo[2.2.1]heptane-2-one